tert-butyl (S)-(1-(1-amino-6-(6-isopropylpyridin-3-yl)-[1,2,4]triazolo[1,5-a]pyrimidin-5-yl)-2-(3,5-difluorophenyl)ethyl)carbamate NN1CN=C2N1C=C(C(=N2)[C@H](CC2=CC(=CC(=C2)F)F)NC(OC(C)(C)C)=O)C=2C=NC(=CC2)C(C)C